Cl.FC=1C=2N(C=C(C1)NC(=O)C1=CC=C(C=3C=COC31)C3CCNCC3)C=C(N2)C N-[8-fluoro-2-methylimidazo[1,2-a]pyridin-6-yl]-4-(piperidin-4-yl)-1-benzofuran-7-carboxamide hydrochloride